FC1(CC(C1)NC1=NC2=CC=C(C=C2C=C1C(=O)NCCC(F)(F)F)C=1C=NNC1)F (3,3-difluorocyclobutylamino)-6-(1H-pyrazol-4-yl)-N-(3,3,3-trifluoropropyl)quinoline-3-carboxamide